C1(CCCC1)N1C(=CC2=C1N=C(N=C2)NC2=CC=C(C(=O)O)C=C2)C(N(C)C)=O 4-((7-cyclopentyl-6-(dimethylcarbamoyl)-7H-pyrrolo[2,3-d]pyrimidin-2-yl)amino)benzoic acid